CC1C(C2=CC=CC=C2C1C)=O 2,3-dimethyl-2,3-dihydro-1H-inden-1-one